[Ni+2].[F-].[F-] fluoride Nickel